ClC1=NC(=NC(=N1)C1=CC=C2C=NN(C2=C1)C1OCCCC1)NC(C)(C)C1=NN(C=C1)C(F)F 4-chloro-N-[1-[1-(difluoromethyl)pyrazol-3-yl]-1-methyl-ethyl]-6-(1-tetrahydropyran-2-yl-indazol-6-yl)-1,3,5-triazin-2-amine